COCCN1N=C(C(=C1C)N)C 1-(2-Methoxyethyl)-3,5-dimethyl-pyrazol-4-amine